ClC1=C(N)C=C(C(=C1)C)B1OC(C(O1)(C)C)(C)C 2-chloro-4-methyl-5-(4,4,5,5-tetramethyl-1,3,2-dioxaborolan-2-yl)aniline